C(C)OC(\C=C(\C1=CC=C(C=C1)OC)/N)=O (Z)-3-amino-3-(4-methoxyphenyl)acrylic acid ethyl ester